C(C1=CC=CC=C1)[C@H]1N(C(OC1)=O)C(=O)[C@@H]1CN(C[C@H]1C=1SC=CC1)CC1=CC=CC=C1 (4R)-benzyl-3-[(3S,4S)-1-benzyl-4-(thiophen-2-yl)-pyrrolidine-3-carbonyl]-oxazolidin-2-one